CC1(CNOC1)C 4,4-dimethyl-1,2-oxazolidine